2-{[4-({3-[(2,4-dichlorophenoxy)methyl]phenyl}methyl)piperidin-1-yl]methyl}-1-{[(3R)-oxolan-3-yl]methyl}-1H-1,3-benzodiazole-6-carboxylic acid ClC1=C(OCC=2C=C(C=CC2)CC2CCN(CC2)CC2=NC3=C(N2C[C@@H]2COCC2)C=C(C=C3)C(=O)O)C=CC(=C1)Cl